C(C)(=O)NC(C(=O)OCC)(C(CC(C1=CC=CC=C1)=O)C1=C(C=CC=C1)Br)C#N ethyl 2-acetamido-3-(2-bromophenyl)-2-cyano-5-oxo-5-phenylpentanoate